(1R,5R)-2-[(CIS)-3-fluorocyclobutanecarbonyl]-1-({2,3',5'-trifluoro-[1,1'-biphenyl]-3-yl}methyl)-9-oxa-2,6-diazaspiro[4.5]decan-7-one F[C@H]1C[C@H](C1)C(=O)N1[C@@H]([C@@]2(CC1)NC(COC2)=O)CC=2C(=C(C=CC2)C2=CC(=CC(=C2)F)F)F